[N+](=O)([O-])C1=CC=C(OC(=O)OC[C@H]2N(CCC2)C(=O)OC)C=C1 methyl (2S)-2-({[(4-nitrophenoxy)carbonyl]oxy}methyl)pyrrolidine-1-carboxylate